4,4-dihydroxybiphenol OC1(CC(=C(C=C1)O)C=1C(=CC=CC1)O)O